5-nitro-3H-spiro[benzo[b]thiophene-2,1'-cyclopentan] [N+](=O)([O-])C1=CC2=C(SC3(CCCC3)C2)C=C1